1,2-bis(diphenylphosphono)benzene C1(=CC=CC=C1)OP(=O)(OC1=CC=CC=C1)C1=C(C=CC=C1)P(=O)(OC1=CC=CC=C1)OC1=CC=CC=C1